tert-butyl 4-[3-(2,6-dibenzyloxy-3-pyridyl)-4-fluoro-phenoxy]piperidine-1-carboxylate C(C1=CC=CC=C1)OC1=NC(=CC=C1C=1C=C(OC2CCN(CC2)C(=O)OC(C)(C)C)C=CC1F)OCC1=CC=CC=C1